CC1=NN2C(C(=CC(=C2)CC2(CCC(CC2)C(=O)N2OCC[C@H]2C=2C=NC(=CC2)C)C)C)=N1 [4-[(2,8-dimethyl-[1,2,4]triazolo[1,5-a]pyridin-6-yl)methyl]-4-methylcyclohexyl]-[(3S)-3-(6-methylpyridin-3-yl)-1,2-oxazolidin-2-yl]methanone